OC1=CC=C(C=C1)C(C)(C)C1=CC=C(C=C1)O 2,2-bis[p-hydroxy-phenyl]propane